C(C1=CC=CC=C1)N1C[C@]2([C@@](C1)(C(OC2=O)=O)C)C (3aS,6aR)-5-benzyl-3a,6a-dimethyl-4,6-dihydrofuro[3,4-c]pyrrole-1,3-dione